1,3-dihydro-4-(3,4-dihydroxybenzoyl)-2H-imidazol-2-one OC=1C=C(C(=O)C=2NC(NC2)=O)C=CC1O